C1(CC1)C1=NC(=NO1)C=1C=C2CC[C@H](C2=CC1)NC(=O)C1=C(C=NO1)C (R)-N-(5-(5-cyclopropyl-1,2,4-oxadiazol-3-yl)-2,3-dihydro-1H-inden-1-yl)-4-methylisoxazole-5-carboxamide